3-[3-[4-(methylamino)-1-piperidinyl]phenyl]piperidine-2,6-dione TFA salt OC(=O)C(F)(F)F.CNC1CCN(CC1)C=1C=C(C=CC1)C1C(NC(CC1)=O)=O